C(C)(C)(C)OC(N([C@@H]1CNCC1)C)=O (S)-methyl-(pyrrolidin-3-yl)carbamic acid tert-butyl ester